Tert-butyl N-[3-[2-(2,6-dioxo-3-piperidyl)-1,3-dioxo-isoindolin-4-yl]prop-2-ynyl]-N-methyl-carbamate O=C1NC(CCC1N1C(C2=CC=CC(=C2C1=O)C#CCN(C(OC(C)(C)C)=O)C)=O)=O